P(=O)(O)(O)CN(CC(=O)O)CC(=O)O.[Na] sodium N-(phosphonomethyl)iminodiacetic acid